2-(4-(3-(3-(6-(8-(benzo[d]thiazol-2-ylcarbamoyl)-3,4-dihydroisoquinolin-2(1H)-yl)-2-(tert-butoxycarbonyl)pyridin-3-yl)-2-methylphenoxy)propyl)piperazin-1-yl)acetic acid S1C(=NC2=C1C=CC=C2)NC(=O)C=2C=CC=C1CCN(CC21)C2=CC=C(C(=N2)C(=O)OC(C)(C)C)C=2C(=C(OCCCN1CCN(CC1)CC(=O)O)C=CC2)C